O1C=NC=C1C=1C=C2C=C(N=CC2=CC1)NC(=O)[C@H]1CNCCC1 (R)-N-(6-(oxazol-5-yl)isoquinolin-3-yl)piperidine-3-carboxamide